C(#N)C=1C=C(C=CC1)C1=NN2C(N=C(C=C2)O)=C1C#N 2-(3-cyanophenyl)-5-hydroxy-pyrazolo[1,5-a]pyrimidine-3-carbonitrile